C1(=CC=CC=C1)C1=CC2=C(C=CC=N2)S1 (phenyl)thienopyridine